The molecule is a 3-oxo-5alpha-steroid that is 5alpha-estrane which is substituted by an oxo group at position 3, a hydroxy group at the 17beta position, and which has a double bond between positions 1 and 10. It is a 19-norsteroid arising from successive oxidation of dihydrotestosterone at C19. It is a C18-steroid, a 17beta-hydroxy steroid and a 3-oxo-5alpha-steroid. C[C@]12CC[C@H]3[C@H]([C@@H]1CC[C@@H]2O)CC[C@@H]4C3=CCC(=O)C4